C(C)OC1=C(O[C@H]2CN(CCC2)C2=CN=CC(=N2)NC=2SC3=C(N2)C=CC=C3)C=CC=C1 (R)-N-(6-(3-(2-Ethoxyphenoxy)piperidin-1-yl)pyrazin-2-yl)benzo[d]thiazol-2-amin